C(C)(C)(C)C=1N=CN(C1)C1=C(C(=O)O)C=C(C=C1F)NC(=O)C1(CC1)C1=C(C=C(C=C1)OC(F)(F)F)F 2-(4-tert-Butyl-1H-imidazol-1-yl)-3-fluoro-5-[({1-[2-fluoro-4-(trifluoromethoxy)phenyl]cyclopropyl}carbonyl)amino]benzoic acid